(4-(2-(2-Aminopyridin-3-yl)-1H-benzo[d]imidazol-1-yl)phenyl)methanol NC1=NC=CC=C1C1=NC2=C(N1C1=CC=C(C=C1)CO)C=CC=C2